(S)-isobutyl (4-methoxy-2-((1-(5-(1-phenylcyclopropyl)-1,2,4-oxadiazol-3-yl)ethyl)carbamoyl)pyridin-3-yl) carbonate C(OCC(C)C)(OC=1C(=NC=CC1OC)C(N[C@@H](C)C1=NOC(=N1)C1(CC1)C1=CC=CC=C1)=O)=O